(S)-2-(2,2-difluoroethyl)-5-phenyl-2,5,6,7-tetrahydro-3H-pyrrolo[2,1-c][1,2,4]triazol-3-one FC(CN1N=C2N(C1=O)[C@@H](CC2)C2=CC=CC=C2)F